COC(=O)C1=C(C=C(C=C1N1CCOCC1)C1=CC=CC=2CN(COC21)C(=O)OC(C)(C)C)C tert-Butyl 8-(4-methoxycarbonyl-3-methyl-5-morpholin-4-ylphenyl)-2,4-dihydro-1,3-benzoxazine-3-carboxylate